BrCC=1C=CC2=C(NC=N2)C1 6-(bromomethyl)-1H-benzo[d]imidazole